CC(CCCCCCCCCCCCCCCC)C1=NOC(N1)=O 3-(octadecan-2-yl)-1,2,4-oxadiazol-5(4H)-one